butylene glycol dimontanate C(CCCCCCCCCCCCCCCCCCCCCCCCCCC)(=O)OCCCCOC(CCCCCCCCCCCCCCCCCCCCCCCCCCC)=O